CO[Si](CCCC(CS(=O)(=O)O)S(=O)(=O)O)(C)OC 5-[dimethoxy(methyl)silyl]pentane-1,2-disulfonic acid